BrC=1C=C2C(=NC1)N(C=C2C=2OC=C(N2)C(=O)O)COCC[Si](C)(C)C 2-(5-bromo-1-((2-(trimethylsilyl)ethoxy)methyl)-1H-pyrrolo[2,3-b]pyridin-3-yl)oxazole-4-carboxylic acid